ClC1=CC=C(CC2C(C(CC2)C(=O)OCC)=O)C=C1 ethyl 3-(4-chlorobenzyl)-2-oxo-cyclopentanecarboxylate